The molecule is a fatty acid methyl ester resulting from the formal condensation of the carboxy group of 12-methyltetradecanoic acid (12-methylmyristic acid) with methanol. It has a role as a plant metabolite. It derives from a 12-methyltetradecanoic acid. CCC(C)CCCCCCCCCCC(=O)OC